C(C1=CC=CC=C1)N1N=C(C(=C1C1=CC(=NC=C1)OC)F)C(=O)N1CCC(CC1)C(=O)NC1CCC(CC1)C (1-benzyl-4-fluoro-5-(2-methoxypyridin-4-yl)-1H-pyrazole-3-carbonyl)-N-(4-methylcyclohexyl)piperidine-4-carboxamide